2-[[5-bromo-2-[4-[2-[2-[2-(4-piperidyloxy)ethoxy]ethoxy]ethylsulfamoyl]anilino]pyrimidin-4-yl]amino]-6-fluoro-benzamide BrC=1C(=NC(=NC1)NC1=CC=C(C=C1)S(NCCOCCOCCOC1CCNCC1)(=O)=O)NC1=C(C(=O)N)C(=CC=C1)F